2-(benzyloxy)-5-bromopyrazine C(C1=CC=CC=C1)OC1=NC=C(N=C1)Br